C(C)(=O)C1=CC=C(C=C1)C(CC(C(=O)OCC)=C)(F)F Ethyl 4-(4-acetylphenyl)-4,4-difluoro-2-methylenebutanoate